C(C(C)C)N1CCC2(C[C@@H]2C(=O)N[C@@H](CCCCCC(CC)=O)C=2NC(=CN2)C=2C(=NC3=CC=CC=C3C2)OC)CC1 (S)-6-Isobutyl-N-((S)-1-(5-(2-methoxychinolin-3-yl)-1H-imidazol-2-yl)-7-oxononyl)-6-azaspiro[2.5]octan-1-carboxamid